[C@@H]1([C@@H](CC=CC1)C(=O)OCCC)C(=O)OCCC dipropyl trans-cyclohex-4-ene-1,2-dicarboxylate